5-[4-(3,3-Difluoro-4,4-dimethyl-pyrrolidin-1-yl)thieno[2,3-d]pyrimidin-6-yl]-1H-pyrimidine-2,4-dione FC1(CN(CC1(C)C)C=1C2=C(N=CN1)SC(=C2)C=2C(NC(NC2)=O)=O)F